COC(CC)(C)NS(=O)(=O)C=1C=CC=2N(C1)C(=NC2)C=2SC(=NN2)C(F)(F)F N-(3-methyloxybutan-3-yl)-3-(5-(trifluoromethyl)-1,3,4-thiadiazol-2-yl)imidazo[1,5-a]pyridine-6-sulfonamide